FOF Fluoroether